6-[(iodoacetyl)-amino]hexanoic acid succinimidyl ester C1(CCC(N1OC(CCCCCNC(CI)=O)=O)=O)=O